3-((S)-2-oxo-5-(3-(piperazin-1-ylmethyl)phenyl)oxazolidin-3-yl)piperidine-2,6-dione O=C1O[C@H](CN1C1C(NC(CC1)=O)=O)C1=CC(=CC=C1)CN1CCNCC1